carbonylchlorohydridoruthenium (II) C(=O)=[RuH]Cl